((2,2-difluorocyclopropyl)methyl)(2-((2R,3S,4S,5S)-3,4,5-trihydroxy-6-(4-methoxyphenoxy)tetrahydro-2H-pyran-2-yl)ethyl)phosphinic acid FC1(C(C1)CP(O)(=O)CC[C@H]1OC([C@H]([C@H]([C@@H]1O)O)O)OC1=CC=C(C=C1)OC)F